BrC1=C(C=C(C(=C1)CCCC)Br)CCCC 2,5-dibromo-1,4-di(n-butyl)benzene